pyrimidine-4,6-dicarbohydrazide N1=CN=C(C=C1C(=O)NN)C(=O)NN